CC1(CCC(CC1)NC(NC=1C=CC(=C(CCC2=NNC(=C2)NC(C2=CC=C(C=C2)C2CCN(CC2)C)=O)C1)C)=O)C N-(3-(5-(3-(4,4-dimethylcyclohexyl)ureido)-2-methylphenethyl)-1H-pyrazol-5-yl)-4-(1-methylpiperidin-4-yl)benzamide